C(CCCCCCCCCCCCCCC)[N+](CCCS(=O)(=O)O)(C)C N-hexadecyl-N,N-dimethyl-3-ammonio-1-propanesulfonic acid